C(C)N1C=NC(=C1CSC=1NC(C2=C(N1)CCC2)=O)C 2-{[(3-ethyl-5-methylimidazol-4-yl)methyl]sulfanyl}-3H,5H,6H,7H-cyclopenta[d]pyrimidin-4-one